5-fluoro-4-(5-nitro-3-(trifluoromethyl)pyridin-2-yl)pyrimidine FC=1C(=NC=NC1)C1=NC=C(C=C1C(F)(F)F)[N+](=O)[O-]